C(C)(C)(C)OC(=O)NC1CN(CCC1)CCCCC1=CC=C(C(=N1)C(=O)[O-])O 6-(4-(3-((tert-Butoxycarbonyl) amino) piperidin-1-yl) butyl)-3-hydroxypicolinate